OCC1CN(CCN1)C(=O)C1=C(C=CC=C1)C1=CC=CC=C1 (3-(hydroxymethyl)piperazine-1-carbonyl)-[1,1'-biphenyl]